2-isopropyl-2-methacryloyloxyadamantane C(C)(C)C1(C2CC3CC(CC1C3)C2)OC(C(=C)C)=O